FC=1C=CC(=NC1)OCC1N(C2CC(C1)C2)C(=O)C=2N=C(SC2C2=CC=CC=C2)C 3-{[(5-Fluoropyridin-2-yl)oxy]methyl}-2-[(2-methyl-5-phenyl-1,3-thiazol-4-yl)carbonyl]-2-azabicyclo[3.1.1]heptan